4-((2-phenoxyethyl)(4-(5,6,7,8-tetrahydro-1,8-naphthyridin-2-yl)butyl)amino)-2-((2-(trifluoromethyl)pyrimidin-4-yl)amino)butanoic acid O(C1=CC=CC=C1)CCN(CCC(C(=O)O)NC1=NC(=NC=C1)C(F)(F)F)CCCCC1=NC=2NCCCC2C=C1